4-[(tert-butyldiphenylsilyl)oxy]-3-methylbutyraldehyde [Si](C1=CC=CC=C1)(C1=CC=CC=C1)(C(C)(C)C)OCC(CC=O)C